3-(2-bromo)ethoxythiophene BrCCOC1=CSC=C1